FC1=C2C=CC(=NC2=C(C=C1)C#N)C 5-Fluoro-2-methylquinoline-8-carbonitrile